COC1=C2CCC=C(C2=CC=C1)CC#N 2-(5-methoxy-3,4-dihydronaphthalen-1-yl)acetonitrile